pentalene-4-carboxylic acid (cyano-dimethyl-methyl)-amide C(#N)C(C)(C)NC(=O)C=1C2=CC=CC2=CC1